3-[5,7-Difluoro-2-(4-fluorophenyl)-1H-indol-3-yl]-N-[(1R)-2-hydroxyl-methyl-ethyl]cyclopentanecarboxamide methyl-2,4,5-triamino-3-fluorobenzoate COC(C1=C(C(=C(C(=C1)N)N)F)N)=O.FC=1C=C2C(=C(NC2=C(C1)F)C1=CC=C(C=C1)F)C1CC(CC1)C(=O)N[C@@H](CO)C